3-((5-Bromo-4-chloro-2-methoxyphenyl)sulfonamido)-5-(1-cyanocyclobutyl)-2-hydroxy-N-methylbenzamide BrC=1C(=CC(=C(C1)S(=O)(=O)NC=1C(=C(C(=O)NC)C=C(C1)C1(CCC1)C#N)O)OC)Cl